S(=O)(=O)(O)O.C(OC)COC dimethoxyethane sulfate